BrC1(C(NC=C1)=O)Br 3,3-dibromo-2-oxo-2,3-dihydro-1H-pyrrole